5-Bromo-2-chloro-N-[(dimethylamino)methylene]pyridine-3-sulfonamide BrC=1C=C(C(=NC1)Cl)S(=O)(=O)N=CN(C)C